(R)-(2-(benzofuran-3-yl)-1-(2-(3-(dimethylsulfinylamino)-5-methoxyphenyl)acetamido)ethyl)boronic acid O1C=C(C2=C1C=CC=C2)C[C@H](NC(CC2=CC(=CC(=C2)OC)N(S(=O)C)S(=O)C)=O)B(O)O